2-ethyl-1,2,3,4-tetrahydroquinoline C(C)C1NC2=CC=CC=C2CC1